CN1CC(N(CC1)CC1CCN(CC1)C=1C=2N(C=C(N1)C=1C=NN(C1)C)N=CC2)=O 4-Methyl-1-((1-(6-(1-methyl-1H-pyrazol-4-yl)pyrazolo[1,5-a]pyrazin-4-yl)piperidin-4-yl)methyl)piperazin-2-one